C[C@H]1CN(C[C@@H](N1)C)C=1C=C(C=C2C(=NC(=NC12)C)C=1SC(=NN1)C(F)(F)F)S(=O)(=O)NC1(CC1)C 8-((3S,5S)-3,5-dimethylpiperazin-1-yl)-2-methyl-N-(1-methylcyclopropyl)-4-(5-(trifluoromethyl)-1,3,4-thiadiazol-2-yl)quinazoline-6-sulfonamide